5-ethynyl-2-((4-(4-methylpiperazin-1-yl)phenyl)amino)-8-(1-methylpyrrolidin-3-yl)pyrido[2,3-d]pyrimidin-7(8H)-one C(#C)C1=CC(N(C=2N=C(N=CC21)NC2=CC=C(C=C2)N2CCN(CC2)C)C2CN(CC2)C)=O